C(C=C)(=O)OCC(C(=O)OCC(COC(C=C)=O)(C)C)(C)C.BrC1=C(C=C(C=C1)C(C)(C)C)C1CCC(CC1)(F)F 1-bromo-4-tert-butyl-2-(4,4-difluorocyclohexyl)benzene 3-((3-(Acryloyloxy)-2,2-dimethylpropanoyl)oxy)-2,2-dimethylpropyl-acrylate